6-(1-(2,2-difluoroethyl)-4-(4-fluoro-phenyl)-1H-imidazol-5-yl)-3-vinyl-imidazo[1,2-b]pyridazine FC(CN1C=NC(=C1C=1C=CC=2N(N1)C(=CN2)C=C)C2=CC=C(C=C2)F)F